C(C)C1N(C=CC1)C 2-ethyl-1-methyl-2,3-dihydro-1H-pyrrole